O=[SH2]1CCCC1 1-oxotetrahydro-1λ6-thiophene